N-((1H-benzo[d]imidazol-6-yl)methyl)-3-chloro-6,7-dihydrospiro[cyclopenta[d]pyrazolo[1,5-a]pyrimidine-5,4'-piperidine]-8-amine hydrochloride Cl.N1C=NC2=C1C=C(C=C2)CNC2=C1C(=NC=3N2N=CC3Cl)C3(CCNCC3)CC1